C(C)/C(/C(=O)OCC(CCCC)CC)=C\C1=C(C=C(C=C1Cl)OCOC)Br 2-ethyl-1-hexanol ethyl-(E)-3-(2-bromo-6-chloro-4-(methoxymethoxy)phenyl)acrylate